C(C)(C)(C)OC(=O)N1C[C@@H](CCC1)O (3R)-3-hydroxypiperidine-1-carboxylic acid tert-butyl ester